C1CCCCCCC=CCCCCCCC1 Cyclohexadec-8-en